C(C)(C)(C)OC(NC1=CC(=CC=C1)C#CC1=C(C(=CC=C1)C=O)F)=O (3-((2-fluoro-3-formylphenyl)ethynyl)phenyl)carbamic acid tert-butyl ester